tert-butyl 3,4-dihydroxybutanoate carbonate C(O)(O)=O.OC(CC(=O)OC(C)(C)C)CO